7-oxo-4-azaspiro[2.5]octane-4,6-dicarboxylic acid 4-tert-butyl 6-methyl ester COC(=O)C1CN(C2(CC2)CC1=O)C(=O)OC(C)(C)C